C(C)(C)(C)OC(=O)N[C@@H](CC(=O)OC)C(=O)OC(C)(C)C 1-(tert-butyl) 4-methyl (tert-butoxycarbonyl)-L-aspartate